4-(trans-4'-pentylcyclohexyl)-3,5-difluoro-1-bromo-biphenyl C(CCCC)[C@@H]1CC[C@H](CC1)C1=C(CC(C=C1F)(C1=CC=CC=C1)Br)F